C(#N)C=1C(=C(C(=NC1C1CC1)C(=O)NC=1C=C2C(=NNC2=CC1)C1CC1)C)C 5-Cyano-6-cyclopropyl-N-(3-cyclopropyl-1H-indazol-5-yl)-3,4-dimethylpicolinamide